2-oxo-1,3-oxazepine O=C1OC=CC=CN1